(1S,3R)-2-(2-Fluoro-2-methylpropyl)-1-(5-(1-(2-fluoroethyl)piperidin-4-yl)thiophen-2-yl)-3-methyl-2,3,4,9-tetrahydro-1H-pyrido[3,4-b]indole FC(CN1[C@@H](C=2NC3=CC=CC=C3C2C[C@H]1C)C=1SC(=CC1)C1CCN(CC1)CCF)(C)C